sodium cymenesulfonate ethyl-5-(tert-butoxycarbonylamino)-4,5,6,7-tetrahydro-2-benzothiophene-1-carboxylate C(C)OC(=O)C=1SC=C2C1CCC(C2)NC(=O)OC(C)(C)C.C=2(C(=CC(=CC2)C)S(=O)(=O)[O-])C(C)C.[Na+]